4-amino-4'-fluoro-5-iodo-[1,1'-biphenyl]-3-carboxylic acid methyl ester COC(=O)C=1C=C(C=C(C1N)I)C1=CC=C(C=C1)F